N-hexyl-N-ethylphenyl-urea C(CCCCC)N(C(=O)NC1=CC=CC=C1)CC